ClC1=C(C=C(C=C1)C(F)(F)F)NC(=O)C=1OC(=CC1)[N+](=O)[O-] N-[2-Chloro-5-(trifluoromethyl)phenyl]-5-nitrofuran-2-carboxamide